C(C)OC=1C(=C(C(=C2C=NNC12)C=1N=CC=2N(C1)C=C(N2)NC(=O)C2C(C2)F)SC)F N-(6-(7-ethoxy-6-fluoro-5-(methylthio)-1H-indazol-4-yl)imidazo[1,2-a]pyrazin-2-yl)-2-fluorocyclopropane-1-carboxamide